C(CC[C@@H](C(=O)O)NC(=O)C1=CC=C(NCC2=CN=C3N=C(N)NC(=O)C3=N2)C=C1)(=O)O.C(CC[C@@H](C(=O)O)NC(=O)C1=CC=C(NCC2=CN=C3N=C(N)NC(=O)C3=N2)C=C1)(=O)O folic acid, folic acid salt